5-methoxy-3-(2-aminoethyl)-1H-indole COC=1C=C2C(=CNC2=CC1)CCN